(S)-2-(1-(cyclopropylmethyl)-6-(4-methoxypiperidin-1-yl)-1H-indol-2-yl)-1-methyl-6-(morpholin-3-ylmethyl)-1,6,7,8-tetrahydro-5H-imidazo[4,5-g]isoquinolin-5-one C1(CC1)CN1C(=CC2=CC=C(C=C12)N1CCC(CC1)OC)C1=NC=2C(=CC=3CCN(C(C3C2)=O)C[C@@H]2NCCOC2)N1C